O.OC(C)(P(O)(=O)O)P(O)(=O)O 1-hydroxyethane-1,1-diphosphonic acid monohydrate